2-isopropyl-2,4-dihydro-3H-1,2,4-triazol-3-one C(C)(C)N1N=CNC1=O